N=C1SC=CN1C1=CC(=NC=C1)NC(OC(C)(C)C)=O tert-butyl (4-(2-iminothiazol-3(2H)-yl)pyridin-2-yl)carbamate